[Na+].N[C@@H](CC1=CC=C(C=C1)O)C(=O)[O-] L-tyrosine sodium salt